5H-pyrrolo[3,2-b]Pyrazine N1=C2C(=NC=C1)NC=C2